Cl.ClC=1C(=C(C=CC1F)NCC1=CN=C(S1)C(F)(F)F)F (3-chloro-2,4-difluorophenyl)(2-(trifluoro-methyl)thiazol-5-yl)methylamine HCl